6-methoxy-1-((4-(trifluoromethoxy)phenyl)sulfonyl)-1,2,3,4-tetrahydroquinoxaline COC=1C=C2NCCN(C2=CC1)S(=O)(=O)C1=CC=C(C=C1)OC(F)(F)F